(trans)-Methyl 4-(2-chloro-3,4-difluorophenyl)-6-(4-(methoxycarbonyl)cyclohexyl)-2-(thiazol-2-yl)-1,4-dihydropyrimidine-5-carboxylate ClC1=C(C=CC(=C1F)F)C1N=C(NC(=C1C(=O)OC)[C@@H]1CC[C@H](CC1)C(=O)OC)C=1SC=CN1